N1(CCCC1)CCCOC1=CC=C(C=C1)C=1OC2=CC=CC(=C2C(C1)=O)O 2-(4-(3-(pyrrolidin-1-yl)propoxy)phenyl)-5-hydroxy-4H-chromen-4-one